CC1=C(C=CC(=C1)N1CC(C1)OC(F)(F)F)NC=1C=CC2=C(OCCC(N2)=O)C1 8-((2-methyl-4-(3-(trifluoromethoxy)azetidin-1-yl)phenyl)amino)-2,3-dihydrobenzo[b][1,4]oxazepin-4(5H)-one